C(CC)C=1N=NN(N1)CCC[Si](OC)(OC)OC 5-propyl-2-[3-(trimethoxysilyl)propyl]-2H-tetrazole